6-chloro-3-(((R)-1-(2-((1S,4S)-5-(5-cyanopyridin-2-yl)-2,5-diazabicyclo[2.2.1]heptan-2-yl)-3,6-dimethyl-4-oxo-3,4-dihydroquinazolin-8-yl)ethyl)amino)-N-(methylsulfonyl)picolinamide ClC1=CC=C(C(=N1)C(=O)NS(=O)(=O)C)N[C@H](C)C=1C=C(C=C2C(N(C(=NC12)N1[C@@H]2CN([C@H](C1)C2)C2=NC=C(C=C2)C#N)C)=O)C